CN1N=CC2=C1N=CN(C2=O)NC2=C(C=C(C=C2)F)F 1-methyl-5-(2,4-difluoroanilino)-1,5-dihydro-4H-pyrazolo[3,4-d]pyrimidine-4-one